N1=C2N(C=C1C(CC#C)N1C(C3=CC=CC(=C3C1)F)=O)CCC2 2-(1-(6,7-dihydro-5H-pyrrolo[1,2-a]imidazol-2-yl)but-3-yn-1-yl)-4-fluoroisoindolin-1-one